COC=1C=C(C=CC1)C1=NN(C2=NC=C(C=C21)NC2=CC=CC=C2)COCC[Si](C)(C)C 3-(3-methoxyphenyl)-N-phenyl-1-((2-(trimethylsilyl)ethoxy)methyl)-1H-pyrazolo[3,4-b]pyridin-5-amine